2-chloro-N-methyl-d3-N-methyl-ethylamine hydrochloride Cl.ClCCN(C)C([2H])([2H])[2H]